4-[(E)-3-[4-[(E)-(2-Methylidenecyclopropylidene)methyl]phenyl]-3-oxoprop-1-enyl]benzoic acid C=C1\C(\C1)=C\C1=CC=C(C=C1)C(/C=C/C1=CC=C(C(=O)O)C=C1)=O